BrC1=CC=C(O[C@H](C(=O)O)CC#C)C=C1 (S)-2-(p-bromophenoxy)-4-pentynoic acid